ClC1=C(C(=O)OC(C2=C(C=CC=C2)Cl)=O)C=CC=C1 o-chlorobenzoic anhydride